C(C)(=O)OC=1C(=NC=CC1OC)C(=O)N[C@H](C(=O)O[C@H]([C@@H](C)C1=C(C=CC=C1)C(F)(F)F)C)C [(1S,2S)-1-methyl-2-[2-(trifluoromethyl)phenyl]propyl] (2S)-2-[(3-acetoxy-4-methoxy-pyridine-2-carbonyl)amino]propanoate